1-(5-(5-formylpyridin-2-yl)pyrimidin-2-yl)-1H-pyrazole-4-carboxylic acid C(=O)C=1C=CC(=NC1)C=1C=NC(=NC1)N1N=CC(=C1)C(=O)O